3-methyl-(S)-piperazine-1,3-dicarboxylic acid 1-(tert-butyl) ester C(C)(C)(C)OC(=O)N1C[C@](NCC1)(C(=O)O)C